tert-butyl dodecan-2,4,6-triene-12-carboxylate CC=CC=CC=CCCCCCC(=O)OC(C)(C)C